Tert-butyl 4-(3'-chloro-4',5'-difluoro-[1,1'-biphenyl]-4-yl)piperazine-1-carboxylate ClC=1C=C(C=C(C1F)F)C1=CC=C(C=C1)N1CCN(CC1)C(=O)OC(C)(C)C